NC1=C(C(=C2N(C1=O)C(CS2(=O)=O)C(=O)O)C2=CC(=CC=C2)C(F)(F)F)CC2=CC=CC1=CC=CC=C21 6-amino-7-(naphthalen-1-ylmethyl)-5-oxo-8-(3-(trifluoromethyl)phenyl)-2,3-dihydro-5H-thiazolo[3,2-a]pyridine-3-carboxylic acid 1,1-dioxide